N-(2-(5-(2-acetamidopyridin-4-yl)-2-(methylthio)-1-((2-(trimethylsilyl)ethoxy)methyl)-1H-imidazol-4-yl)phenyl)-4-fluorobenzamide C(C)(=O)NC1=NC=CC(=C1)C1=C(N=C(N1COCC[Si](C)(C)C)SC)C1=C(C=CC=C1)NC(C1=CC=C(C=C1)F)=O